C(C)O[Si](CCCSSSSCCC[Si](OCC)(OCC)OCC)(OCC)OCC bis(gamma-triethoxysilyl propyl) tetrasulfide